(R,6R)-N'-((1,2,3,5,6,7-hexahydro-s-indacen-4-yl)carbamoyl)-6-hydroxy-6-methyl-6,7-dihydro-5H-pyrazolo[5,1-b][1,3]oxazine-3-sulfonimidamide C1CCC2=C(C=3CCCC3C=C12)NC(=O)N=[S@](=O)(N)C=1C=NN2C1OC[C@](C2)(C)O